C(C)(=O)N1CCN(CC1)C=1C=CC(=NC1)N1N=CC(=C1)C(=O)O 1-[5-(4-acetylpiperazin-1-yl)pyridin-2-yl]pyrazole-4-carboxylic acid